(S)-2-(8-(2-(3-(azepan-1-yl)prop-1-yn-1-yl)pyridin-4-yl)-6,6a,7,8,9,10-hexahydro-5H-pyrazino[1',2':4,5]pyrazino[2,3-c]pyridazin-2-yl)phenol N1(CCCCCC1)CC#CC1=NC=CC(=C1)N1C[C@H]2N(C=3C(=NN=C(C3)C3=C(C=CC=C3)O)NC2)CC1